CO Meth-anol